4-(4-(9H-carbazol-9-yl)phenyl)-1-benzylpyridine C1=CC=CC=2C3=CC=CC=C3N(C12)C1=CC=C(C=C1)C1=CCN(C=C1)CC1=CC=CC=C1